COC=1C=C2C(=NC(=NC2=CC1OC)C)NC(C)C1=CC=C(S1)C1=C(CNC(C)=O)C=C(C=C1)F N-[2-(5-{1-[(6,7-dimethoxy-2-methylquinazolin-4-yl)amino]ethyl}thiophen-2-yl)-5-fluorobenzyl]acetamide